N1CCC2=C(C=CC=C12)N1N=CC(=C1C(F)(F)F)C(=O)N 1-(indolin-4-yl)-5-(trifluoromethyl)-1H-pyrazole-4-carboxamide